(4-(2-(5-(pentyloxy)pentyl)hydrazine-1-carbonyl)benzyl)cyclohexanecarboxamide C(CCCC)OCCCCCNNC(=O)C1=CC=C(CC2(CCCCC2)C(=O)N)C=C1